4-phosphonomethyl-L-phenylalanine P(=O)(O)(O)CC1=CC=C(C[C@H](N)C(=O)O)C=C1